(S)-tert-butyl (3-((4-(2-amino-1H-benzo[d]imidazol-4-yl)-2-(N,N-bis(4-methoxybenzyl)sulfamoyl)-3-(2-(4-methoxybenzyl)-2H-tetrazol-5-yl)phenyl)sulfonyl)-2-hydroxypropyl)carbamate NC1=NC2=C(N1)C=CC=C2C2=C(C(=C(C=C2)S(=O)(=O)C[C@H](CNC(OC(C)(C)C)=O)O)S(N(CC2=CC=C(C=C2)OC)CC2=CC=C(C=C2)OC)(=O)=O)C=2N=NN(N2)CC2=CC=C(C=C2)OC